3-(2-(2-(trifluoromethoxy)benzoyl)hydrazine-1-carbonyl)piperidine-1-carboxylic acid tert-butyl ester C(C)(C)(C)OC(=O)N1CC(CCC1)C(=O)NNC(C1=C(C=CC=C1)OC(F)(F)F)=O